CC1=NN(C2=CC(=CC=C12)O)C1CCOCC1 3-methyl-1-(tetrahydro-2H-pyran-4-yl)-1H-indazol-6-ol